ClC=1CN(C(=CC1OCC1=CC(=C(C=C1)F)F)C)C1=CC(=NC=C1C)N1CC(=CC=C1)C(C)(C)O 3''-chloro-4''-((3,4-difluorobenzyl)oxy)-3-(2-hydroxypropane-2-yl)-5',6''-dimethyl-2H,2''H-[1,2':4',1''-terpyridine]